dipropyl ((4-aminopiperidin-1-yl) methyl) phosphate P(=O)(OCCC)(OCCC)OCN1CCC(CC1)N